(S)-4-(4-acryloyl-2-methylpiperazin-1-yl)-7-chloro-6-fluoro-1-(2-isopropyl-4-(methylthio)pyridin-3-yl)pyrido[2,3-d]pyrimidin-2(1H)-one C(C=C)(=O)N1C[C@@H](N(CC1)C=1C2=C(N(C(N1)=O)C=1C(=NC=CC1SC)C(C)C)N=C(C(=C2)F)Cl)C